(S)-2-(((benzyloxy)carbonyl)(methyl)amino)propanoic acid C(C1=CC=CC=C1)OC(=O)N([C@H](C(=O)O)C)C